(R)-N-(2,6-dimethyl-4-(7-((1,1,1-trifluoropropan-2-yl)oxy)-1,3,4,5-tetrahydro-2H-benzo[c]azepin-2-yl)phenyl)-3,3-dimethylbutanamide CC1=C(C(=CC(=C1)N1CC2=C(CCC1)C=C(C=C2)O[C@@H](C(F)(F)F)C)C)NC(CC(C)(C)C)=O